5-Methyl-N-(1-(naphthalen-1-yl)cyclopropyl)-2-oxoindoline-6-carboxamide CC=1C=C2CC(NC2=CC1C(=O)NC1(CC1)C1=CC=CC2=CC=CC=C12)=O